ClC1=C(C=C2C=C(N=CC2=C1)NC(=O)C1COC(CC1)(C)C)[C@@H]1CC[C@@H](CC1)N1C[C@@H](CC1)F (5R)-N-(7-chloro-6-(cis-4-((R)-3-fluoropyrrolidin-1-yl)cyclohexyl)isoquinolin-3-yl)-6,6-dimethyltetrahydro-2H-pyran-3-carboxamide